COC1=NN(C=C1C(=O)NC1=NC(=CC=C1)C1=NN=CN1C1(COC1)C)C 3-methoxy-1-methyl-N-(6-(4-(3-methyloxetan-3-yl)-4H-1,2,4-triazol-3-yl)pyridin-2-yl)-1H-pyrazole-4-carboxamide